CC1(OC([C@@H](O1)CN1N=CC(=C1)C=O)(C)C)C 1-[[(4S)-2,2,5,5-tetramethyl-1,3-dioxolan-4-yl]methyl]pyrazole-4-carbaldehyde